5-[[trans-(7RS,9RS)-3-cyclopropyl-5-(2-methylpropylsulfamoyl)-7-(pyridine-3-carbonylamino)-8,9-dihydro-7H-cyclopenta[H]isoquinolin-9-yl]amino]pyridine-3-carboxylic acid C1(CC1)C=1N=CC2=C3C(=CC(=C2C1)S(NCC(C)C)(=O)=O)[C@@H](C[C@H]3NC=3C=C(C=NC3)C(=O)O)NC(=O)C=3C=NC=CC3 |r|